ClC1=CC=C(C(=N1)C)CCl 6-chloro-3-(chloromethyl)-2-methylpyridine